3-(4-Ethyl-5-oxotetrahydrofuran-2-yl)propanoic acid C(C)C1CC(OC1=O)CCC(=O)O